N[C@@H]1[C@H](CCCC1)C1=C(C=2N=C(N=C(C2S1)NCC=1OC=CC1)Cl)Br 6-((1S,2S)-2-aminocyclohexyl)-7-bromo-2-chloro-N-(furan-2-ylmethyl)thieno[3,2-d]pyrimidin-4-amine